NC1=CC(=NO1)C(C#N)(C)C 2-(5-aminoisoxazol-3-yl)-2-methylpropanenitrile